F\C(=C/C=1C=C(C(=O)OC)C=CC1C)\C=1C=NC=C(C1)CN1CCN(CC1)CC methyl 3-[(Z)-2-fluoro-2-{5-[(4-ethylpiperazin-1-yl) methyl] pyridin-3-yl} ethenyl]-4-methylbenzoate